5-Bromo-7-(1,4-dioxaspiro[4.5]dec-8-yl)pyrrolo[2,1-f][1,2,4]triazin-4-amine BrC=1C=C(N2N=CN=C(C21)N)C2CCC1(OCCO1)CC2